N-(6-((5-bromo-2-((5-ethyl-2-methoxy-4-(4-oxopiperidin-1-yl)phenyl)amino)pyrimidin-4-yl)amino)quinoxalin-5-yl)methanesulfonamide BrC=1C(=NC(=NC1)NC1=C(C=C(C(=C1)CC)N1CCC(CC1)=O)OC)NC=1C(=C2N=CC=NC2=CC1)NS(=O)(=O)C